BrC1=C(C(=CC=C1OC)CO)NC(OC(C)(C)C)=O Tert-butyl (2-bromo-6-(hydroxymethyl)-3-methoxyphenyl)carbamate